N-({3-[5-(difluoromethyl)-1,3,4-oxadiazol-2-yl]-1,2-oxazol-5-yl}methyl)-N-(pyridin-3-yl)ethane-1-sulfonamide FC(C1=NN=C(O1)C1=NOC(=C1)CN(S(=O)(=O)CC)C=1C=NC=CC1)F